C1(CCCC1)N1[C@@H](C(N(C=2C=NC(=NC12)NC1=C(C=C(C(=O)NCCN(C/C=C/C(=O)OC)C)C=C1)OC)C)=O)CC methyl (E)-4-[2-[[4-[[(7R)-8-cyclopentyl-7-ethyl-5-methyl-6-oxo-7H-pteridin-2-yl]amino]-3-methoxy-benzoyl]amino]ethylmethyl-amino]but-2-enoate